1,1'-[oxybis(methylenesulfonyl)]Bis(ethylene) O(CS(=O)(=O)C=C)CS(=O)(=O)C=C